trans-4-((2,4-dibromoanilin-6-yl)-methylamino)-cyclohexanoate hydrochloride Cl.BrC1=C(N)C(=CC(=C1)Br)N([C@@H]1CC[C@H](CC1)C(=O)O)C